BrC=1C(=C(C[C@@H]2N(CC[C@@H]2NS(=O)(=O)C)C(=O)OC(C)(C)C)C=CC1)F Tert-Butyl cis-2-(3-bromo-2-fluorobenzyl)-3-((methylsulfonyl)amino)pyrrolidine-1-carboxylate